2,3-dilinoleyl-1-palmitoylglycerol C(CCCCCCC\C=C/C\C=C/CCCCC)OC(COC(CCCCCCCCCCCCCCC)=O)COCCCCCCCC\C=C/C\C=C/CCCCC